C1(=CC=CC=C1)N1CCN(CC1)C(=O)N1C2C(NCC1CC2)C(=O)O 8-(4-phenylpiperazine-1-carbonyl)-3,8-diazabicyclo[3.2.1]octane-2-carboxylic acid